N1C=C(C2=CC=CC=C12)C1CCN(CC1)C1=CC=C2C(=N1)SC(=N2)N2CCOCC2 4-(5-(4-(1H-indol-3-yl)piperidin-1-yl)thiazolo[5,4-b]pyridin-2-yl)morpholine